CN[SiH2]NC bis(methylamino)silane